Guanidinium perchlorate Cl(=O)(=O)(=O)[O-].NC(=[NH2+])N